4-dodecyl-thiomorpholinium C(CCCCCCCCCCC)[NH+]1CCSCC1